S1(NC(C=C1)=O)(=O)=O Isothiazol-3(2H)-one-1,1-dioxide